C[C@@H]1CN(C[C@H](N1)C)C1=NC=C(C=N1)OC 2-[(3R,5R)-3,5-dimethylpiperazin-1-yl]-5-methoxypyrimidine